1-(4-(1-(3-chloro-4-cyclopropylphenyl)azetidin-3-yl)benzyl)piperidine-4-carboxylic acid ClC=1C=C(C=CC1C1CC1)N1CC(C1)C1=CC=C(CN2CCC(CC2)C(=O)O)C=C1